(1S)-4-amino-N,1-dimethyl-N-((3S)-6-(trifluoromethyl)-2,3-dihydro-1-benzofuran-3-yl)-1,3-dihydrofuro[3,4-c]quinoline-8-carboxamide NC1=NC=2C=CC(=CC2C2=C1CO[C@H]2C)C(=O)N([C@@H]2COC1=C2C=CC(=C1)C(F)(F)F)C